C(C1=CC=CC=C1)C1(CN(CC1)S(=O)(=O)C=1C=NN(C1)CCC)C=1C=C2C=NN(C2=CC1)C1=CC=C(C=C1)F 5-(3-benzyl-1-((1-propyl-1H-pyrazol-4-yl)sulfonyl)pyrrolidin-3-yl)-1-(4-fluorophenyl)-1H-indazole